O1CCC(CC1)OC=1C=C(C=NC1)B(O)O (5-((tetrahydro-2H-pyran-4-yl)oxy)pyridin-3-yl)boronic acid